(1R,2S,4R)-N4-([1,2,4]Triazolo[1,5-a]pyridin-8-ylmethyl)-2-fluoro-N1-((2-(pyrazin-2-yl)thiazol-5-yl)methyl)cyclohexane-1,4-diamine N=1C=NN2C1C(=CC=C2)CN[C@H]2C[C@@H]([C@@H](CC2)NCC2=CN=C(S2)C2=NC=CN=C2)F